2-chloro-4,6-bis(1-tetrazolyl)-1,3,5-triazine ClC1=NC(=NC(=N1)N1N=NN=C1)N1N=NN=C1